ClC=1C(N(C(=CC1OC([2H])([2H])C1=NC=C(C=C1F)F)C)C1=CC(=NC=C1C)N1N=C(C=C1)S(=O)(=O)CCC)=O (R)-3-chloro-4-((3,5-difluoropyridine-2-yl)methoxy-d2)-5',6-dimethyl-2'-(3-(propylsulfonyl)-1H-pyrazol-1-yl)-2H-[1,4'-Bipyridyl]-2-one